N,N-bis(2-bromoethyl)-4-nitro-2-(piperazin-1-ylsulfonyl)aniline BrCCN(C1=C(C=C(C=C1)[N+](=O)[O-])S(=O)(=O)N1CCNCC1)CCBr